C(#N)C1=CC=CC2=C1C(C1=C(N(N=C1)C)CO2)C(C)C=2N(C(C(=C(N2)C(=O)NC=2C=NOC2)O)=O)C 2-(1-(5-cyano-1-methyl-4,10-dihydro-1H-benzo[6,7]oxepino[3,4-c]pyrazol-4-yl)ethyl)-5-hydroxy-N-(isoxazol-4-yl)-1-methyl-6-oxo-1,6-dihydropyrimidine-4-carboxamide